FC1(CN(CC1)S(=O)(=O)N)F 3,3-difluoro-pyrrolidine-1-sulfonamide